Natrium cyanoacetat C(#N)CC(=O)[O-].[Na+]